(R)-5-bromo-2-(3-(6-chloroquinolin-2-yloxy)pyrrolidin-1-yl)benzamide tert-Butyl-(2-(difluoromethyl)-4-(6-(1-methyl-1H-pyrazol-4-yl)pyrazolo[1,5-a]pyrazin-4-yl)benzyl)carbamate C(C)(C)(C)N(C(O)=O)CC1=C(C=C(C=C1)C=1C=2N(C=C(N1)C=1C=NN(C1)C)N=CC2)C(F)F.BrC=2C=CC(=C(C(=O)N)C2)N2C[C@@H](CC2)OC2=NC1=CC=C(C=C1C=C2)Cl